N1(N=CC=C1)C1=CC=C(C=C1)S(=O)(=O)NC1=C(C=CC=C1)C#CC=1C=CC(=NC1)C(=O)O 5-(2-{2-[4-(1H-pyrazol-1-yl)benzenesulfonamido]phenyl}-ethynyl)pyridine-2-carboxylic acid